4-(5-(1-cyanocyclopropane-1-carboxamido)pyridin-2-yl)-1-methyl-1H-1,2,3-triazole-5-formic acid C(#N)C1(CC1)C(=O)NC=1C=CC(=NC1)C=1N=NN(C1C(=O)O)C